5-hydroxy-3-methyl-6-{[1,3]oxazolo[4,5-c]pyridin-2-yl}-2-(1-phenyl-1,2,3,4-tetrahydroisoquinolin-2-yl)-3,4-dihydropyrimidin-4-one OC=1C(N(C(=NC1C=1OC2=C(C=NC=C2)N1)N1C(C2=CC=CC=C2CC1)C1=CC=CC=C1)C)=O